FC(COC1CN(C1)C1=CC(N(N=C1)CC=1N(N=NC1C1=NC=C(C=N1)C(F)(F)F)C)=O)F 5-[3-(2,2-difluoro-ethoxy)azetidin-1-yl]-2-[[3-methyl-5-[5-(trifluoromethyl)pyrimidin-2-yl]triazol-4-yl]methyl]pyridazin-3-one